C[C@H]1CN(CCN1C1=CC=C(C=C1)[C@@]1(C(NC(CC1)=O)=O)C)C(=O)OC(C)(C)C tert-butyl (S)-3-methyl-4-(4-((R)-3-methyl-2,6-dioxopiperidin-3-yl)phenyl)piperazine-1-carboxylate